(R)-phenylpentanamine C1(=CC=CC=C1)[C@@H](CCCC)N